FC(S(=O)(=O)[O-])(F)F.[Er+3].C1(=C(C(=C(C(=C1[2H])[2H])[2H])[2H])[2H])C1=C(C(=C(C(=C1[2H])[2H])[2H])[2H])C1=C(C(=C(C(=C1[2H])[2H])[2H])[2H])[2H].FC(S(=O)(=O)[O-])(F)F.FC(S(=O)(=O)[O-])(F)F Terphenyl-d14 erbium(III) trifluoromethanesulfonate